2-(2,6-Dioxopiperidin-3-yl)-5-fluoro-6-((S)-3-(2-hydroxyethyl)pyrrolin-1-yl)isoindoline-1,3-dione O=C1NC(CCC1N1C(C2=CC(=C(C=C2C1=O)F)N1C=C(CC1)CCO)=O)=O